cyclohexane ethanedisulfonate salt C(CS(=O)(=O)O)S(=O)(=O)O.C1CCCCC1